8-((3-Cyclopropyl-1-methyl-1H-pyrazol-5-yl)sulfonyl)-3-(3-methoxyazetidin-1-yl)-1-oxa-8-azaspiro[4.5]decane C1(CC1)C1=NN(C(=C1)S(=O)(=O)N1CCC2(CC(CO2)N2CC(C2)OC)CC1)C